N-cyclohexyl-N'-Phenyl-p-phenylenediamine C1(CCCCC1)NC1=CC=C(C=C1)NC1=CC=CC=C1